C1(CC1)[C@]1(C(N(C[C@H]1C)C1=CC(=CC=2N=CSC21)C=2C=NN(C2)C)=O)C#N (3R,4S)-3-cyclopropyl-4-methyl-1-(5-(1-methyl-1H-pyrazol-4-yl)benzo[d]thiazol-7-yl)-2-oxopyrrolidine-3-carbonitrile